NCCCCCCCC(=O)OCC(CCCCCC)CCCC 2-butyloctyl 8-aminooctanoate